2-(2-fluoro-4-iodoanilino)-1-methyl-6-oxopyridine-3-Carboxylic acid FC1=C(NC=2N(C(C=CC2C(=O)O)=O)C)C=CC(=C1)I